COC1=CC=C(C=C1)N1N=C(C2=C1C(N(CC2)C2=CC=C(C=C2)[N+](=O)[O-])=O)C(=O)OCC ethyl 1-(4-methoxyphenyl)-6-(4-nitrophenyl)-7-oxo-4,5,6,7-tetrahydro-1H-pyrazolo[3,4-c]pyridine-3-carboxylate